C12CN(CC(N1)C2)C=2OC1=C(N2)C(=CC=C1C=1SC=CN1)OC(C(C)(O)C)(F)F 1-{[2-(3,6-diazabicyclo[3.1.1]heptan-3-yl)-7-(thiazol-2-yl)benzo[d]oxazol-4-yl]oxy}-1,1-difluoro-2-methylpropan-2-ol